C(CC)(=O)C1=CC=C(OCCCC(=O)NC2=C(C(=O)NC3=CC=C(C(=O)O)C=C3)C=CC=C2)C=C1 4-(2-(4-(4-propionylphenoxy)butyrylamino)benzoylamino)benzoic acid